FC(C(=O)O)(F)F.NCCOC1=C(C=CC(=C1)F)N1CN(C(C2=CC(=CC=C12)C(F)(F)F)=O)C=1C(=NC(=CC1)OC)Br 1-(2-(2-Aminoethoxy)-4-fluorophenyl)-3-(2-bromo-6-methoxypyridin-3-yl)-6-(trifluoromethyl)-2,3-dihydroquinazolin-4(1H)-one, trifluoroacetate salt